m-phenylenebenzodiimidazole C1(=CC(=CC=C1)C=1NC2=C(N1)C=CC=C2)C=2NC1=C(N2)C=CC=C1